CN[C@@H]1CN(CCC1)C1=C2C(=NC=C1)NC=C2C2=NNC=C2 (3S)-N-methyl-1-[3-(1H-pyrazol-3-yl)-1H-pyrrolo[2,3-b]pyridin-4-yl]piperidin-3-amine